6-chloro-8-(4,5,6,7-tetrahydrobenzo[d]thiazol-2-yl)benzo[e][1,2,4]triazine-3-carboxylic acid ethyl ester C(C)OC(=O)C=1N=NC2=C(N1)C=C(C=C2C=2SC1=C(N2)CCCC1)Cl